OC=1C=C(C=CC2=CC(=C(C(=C2)OC)OC)OC)C=CC1OC 3'-hydroxy-3,4,5,4'-tetramethoxystilbene